N-(5-chloro-6-(tetrahydrofuran-2-yl)pyridin-3-yl)-1-(1-oxo-1,2-dihydroisoquinolin-5-yl)-5-(trifluoromethyl)-1H-pyrazole-4-carboxamide ClC=1C=C(C=NC1C1OCCC1)NC(=O)C=1C=NN(C1C(F)(F)F)C1=C2C=CNC(C2=CC=C1)=O